(R)-1-(3-((3'-(3-(4-(dimethylamino)piperidin-1-yl)propoxy)-2,2'-dimethyl-[1,1'-biphenyl]-3-yl)oxy)propyl)pyrrolidin-3-ol CN(C1CCN(CC1)CCCOC=1C(=C(C=CC1)C1=C(C(=CC=C1)OCCCN1C[C@@H](CC1)O)C)C)C